3-propyldimethylzirconium (IV) CCC[Zr+](C)C